(E)-4,4,5,5-Tetramethyl-2-(2-phenylprop-1-en-1-yl)-1,3,2-dioxaborolane CC1(OB(OC1(C)C)\C=C(/C)\C1=CC=CC=C1)C